5-(6-fluoroquinolin-2-yl)-2-isopropyl-1,3-phenylenedi(hydrogen sulfate) FC=1C=C2C=CC(=NC2=CC1)C=1C=C(C(=C(C1)OS(=O)(=O)[O-])C(C)C)OS(=O)(=O)[O-]